C1(=CC=CC=C1)CN=C=O α-tolyl isocyanate